Diethyl 2-{[(6-(Benzyloxy)-4-chloropyridin-3-yl)amino]methylene}malonate C(C1=CC=CC=C1)OC1=CC(=C(C=N1)NC=C(C(=O)OCC)C(=O)OCC)Cl